CN1C=CC2=CC=C(C=C12)C(=O)C12[C@@H](CC(C1)(C2)C2=CC=CC=C2)C2=NC=CC=C2 (1-methyl-1H-indol-6-yl)((1R,2R,4S)-4-phenyl-2-(pyridin-2-yl)bicyclo[2.1.1]hexan-1-yl)methanone